CO[C@H](C(=O)N1CC2(CC2)C[C@H]1C(=O)N[C@@H](C[C@H]1C(NCC1)=O)C(COC(F)(F)F)=O)CC(C)C (S)-5-((S)-2-methoxy-4-methylpentanoyl)-N-((S)-3-oxo-1-((S)-2-oxopyrrolidin-3-yl)-4-(trifluoromethoxy)butan-2-yl)-5-azaspiro[2.4]heptane-6-carboxamide